FC=1C=C(C(=NC1)O[C@@H]1CNCCC1)C1=C2C(=NC=C1)C=C(S2)CN2C(C1C(C1C2=O)(C)C)=O 3-((7-(5-fluoro-2-(((S)-piperidin-3-yl)oxy)pyridin-3-yl)thieno[3,2-b]pyridin-2-yl)methyl)-6,6-dimethyl-3-azabicyclo[3.1.0]hexane-2,4-dione